N=1C=NN2C1C=CC(=C2)C=2C=CN1N=C(N=C(C12)OCC(F)F)NC1CCC(CC1)(O)C (1r,4r)-4-((5-([1,2,4]triazolo[1,5-a]pyridin-6-yl)-4-(2,2-difluoroethoxy)pyrrolo[2,1-f][1,2,4]triazin-2-yl)amino)-1-methylcyclohexan-1-ol